BrC1=NN(C2=C1C=NC(=C2)Cl)CC2(CCCCC2)CO[Si](C)(C)C(C)(C)C 3-bromo-1-((1-(((tert-butyldimethylsilyl)oxy)methyl)cyclohexyl)methyl)-6-chloro-1H-pyrazolo[4,3-c]pyridine